(6S)-6-{[10-chloro-2-(4-fluorophenyl)[1,2,4]triazolo[1,5-c]quinazolin-5-yl]amino}-1,4-diazepan-5-one ClC=1C=2C=3N(C(=NC2C=CC1)N[C@@H]1C(NCCNC1)=O)N=C(N3)C3=CC=C(C=C3)F